C[C@@H](CN[C@@H]([C@H]1CNC2=CC=CN=C2C1)C1=CC=CC=C1)C=1C=C(C=CC1)CC(=O)O [3-[(1R)-1-methyl-2-[[(S)-phenyl-[(3R)-1,2,3,4-tetrahydro-1,5-naphthyridin-3-yl]methyl]amino]ethyl]phenyl]acetic acid